(R)-N-(1-(4-amino-6-(1,1-difluoro-2-methoxyethyl)pyridin-2-yl)ethyl)-7-methoxy-6-(4-methoxytetrahydro-2H-pyran-4-yl)-2-methylquinazolin-4-amine NC1=CC(=NC(=C1)C(COC)(F)F)[C@@H](C)NC1=NC(=NC2=CC(=C(C=C12)C1(CCOCC1)OC)OC)C